C\C(=C/CC=1C(=C(C(=O)O)C(=CC1O)CCCCCCC)O)\CCC=C(C)C 3-[(2E)-3,7-dimethyloct-2,6-dien-1-yl]-2,4-dihydroxy-6-heptylbenzoic acid